iodine trideuteriomethane [2H]C([2H])[2H].[I]